3-(6-aminopyridine-3-yl)piperidine-1-carboxylic acid tert-butyl ester C(C)(C)(C)OC(=O)N1CC(CCC1)C=1C=NC(=CC1)N